COC=1C=C(C=CC1OC)C1=CC=2C=NC(=CC2N1C)C1=CC=C(C=C1)N1CCN(CC1)C 2-(3,4-dimethoxyphenyl)-1-methyl-6-(4-(4-methylpiperazin-1-yl)phenyl)-1H-pyrrolo[3,2-c]pyridine